OC1=C(SC=C1)C=O 3-hydroxythiophen-2-yl-methanone